N1N=C(C=C1)CC=1SC2=C(N(C=3C(N(N=CC32)CC3=NSC=C3)=O)C)N1 2-((1H-pyrazol-3-yl)methyl)-6-(isothiazol-3-ylmethyl)-4-methyl-4H-thiazolo[5',4':4,5]pyrrolo[2,3-d]pyridazin-5(6H)-one